C1(=CC=C(C=C1)C=O)C p-Tolualdehyd